FC=1C=C(CN2C[C@H]([C@@H](C2)C)C=2NC(C3=C(N2)N(N=C3)C3CCOCC3)=O)C=CC1 6-[(3S,4S)-1-(3-fluorobenzyl)-4-methylpyrrolidin-3-yl]-1-(tetrahydro-2H-pyran-4-yl)-1,5-dihydro-4H-pyrazolo[3,4-d]pyrimidin-4-one